C12OCC(CC1)(CC2)CO[C@@H]([C@@H](C(=O)N2CCC(CC2)C=2SC=CN2)N)C (2S,3R)-3-((2-oxabicyclo[2.2.2]octan-4-yl)methoxy)-2-amino-1-(4-(thiazol-2-yl)piperidin-1-yl)butan-1-one